2,6-dihydroxyterephthalic acid OC1=C(C(=O)O)C(=CC(=C1)C(=O)O)O